C(C)(C)N1N=CC(=C1)C=1C=CC=2N(N1)C(=CN2)C2=CC=CC(=N2)NC2CC1(CNC1)C2 N-(6-(6-(1-isopropyl-1H-pyrazol-4-yl)imidazo[1,2-b]pyridazin-3-yl)pyridin-2-yl)-2-azaspiro[3.3]heptan-6-amine